n-Octyl acetate CCCCCCCCOC(=O)C